N[C@H](C=1N=C2N(N=C(C=C2)CC2(C(N[C@@H](C2)CC)=O)C(=O)OC)C1)C1CCC(CC1)C methyl (5R)-3-((2-((S)-amino((1r,4S)-4-methylcyclohexyl)methyl)imidazo[1,2-b]pyridazin-6-yl)methyl)-5-ethyl-2-oxopyrrolidine-3-carboxylate